C(C1=CC=CC=C1)(=O)OCCC(CN)Br 4-amino-3-bromobutyl benzoate